C(C)(C)(C)OC(=O)N1C[C@H](N(CC1)C(=O)N1CCC(CC1)C(=O)OC)C (R)-4-(4-(methoxycarbonyl)piperidine-1-carbonyl)-3-methylpiperazine-1-carboxylic acid tert-butyl ester